3-fluoro-6-(3-methyl-3H-imidazo[4,5-b]pyridin-6-yl)-5-(1-((1-methylcyclopentyl)methyl)-1H-pyrazol-4-yl)picolinonitrile FC=1C(=NC(=C(C1)C=1C=NN(C1)CC1(CCCC1)C)C=1C=C2C(=NC1)N(C=N2)C)C#N